CC1=C(C2=C(CCO2)C=C1NC1=NC(=CC(=N1)C)NC)C=1CC(CNCC1)O 5-[6-methyl-5-[[4-methyl-6-(methylamino)pyrimidin-2-yl]amino]-2,3-dihydrobenzofuran-7-yl]-2,3,4,7-tetrahydro-1H-azepin-3-ol